(3S)-2-benzyl-N-(m-tolyl)-1,1-dioxo-1,2,5-thiadiazolidine-3-carboxamide C(C1=CC=CC=C1)N1S(NC[C@H]1C(=O)NC=1C=C(C=CC1)C)(=O)=O